5,5-dimethyl-1,3-cyclohexanedione iodine [I].CC1(CC(CC(C1)=O)=O)C